5-bromobenzo(d)[1,3]dioxolane BrC1=CC2=C(OCO2)C=C1